2,4,6,8-tetrakis(dimethylamino)-2,4,6,8-tetramethylcyclotetrasiloxane CN([Si]1(O[Si](O[Si](O[Si](O1)(C)N(C)C)(C)N(C)C)(C)N(C)C)C)C